IC1=CC=2C(=NC=C(C2)OC)N1S(=O)(=O)C1=CC=CC=C1 2-iodo-5-methoxy-1-(phenylsulfonyl)-1H-pyrrolo[2,3-b]pyridine